hydroxypropyl (3-(hydroxyamino)-3-oxo-propyl) phosphonate P(OCCCO)(OCCC(=O)NO)=O